tert-butyl 4-(5-((4-(N,N-dimethylaminosulfonyl) phenyl) sulfonylamino)-3-methylisoxazol-4-yl)-3,6-dihydropyridine-1(2H)-carboxylate CN(S(=O)(=O)C1=CC=C(C=C1)S(=O)(=O)NC1=C(C(=NO1)C)C=1CCN(CC1)C(=O)OC(C)(C)C)C